(S)-1-(1-(3-fluoro-5-(trifluoromethyl)phenyl)-2-hydroxyethyl)-4-(3-(2-methylpyridin-4-yl)-1H-indazol-5-yl)pyridin-2(1H)-one FC=1C=C(C=C(C1)C(F)(F)F)[C@@H](CO)N1C(C=C(C=C1)C=1C=C2C(=NNC2=CC1)C1=CC(=NC=C1)C)=O